CN1N=C(C2=C(C=CC=C12)C)C=O 1,4-dimethyl-1H-indazole-3-carbaldehyde